C(CCCC)N pentaneamine